BrC=1C=C(C=CC1)C1(COC1)C(O)C1=C(C=NN1COCC[Si](C)(C)C)C (3-(3-bromophenyl)oxetan-3-yl)(4-methyl-1-((2-(trimethylsilyl)ethoxy)-methyl)-1H-pyrazol-5-yl)methanol